6-(5-chloro-2-methoxyphenyl)-6-methyl-3-(trifluoromethyl)-4H-pyrrolo[2,3-d]isoxazol-5(6H)-one ClC=1C=CC(=C(C1)C1(C(NC=2C(=NOC21)C(F)(F)F)=O)C)OC